NC(C(C(CC1=CC=CC=C1)NC(=O)C1=C(C=CC2=CC=CC=C12)Cl)=O)=O N-(4-amino-3,4-dioxo-1-phenylbutan-2-yl)-2-chloro-1-naphthamide